BrC1=NN(C(=C1C#N)Br)C1CC(C1)(F)F 3,5-dibromo-1-(3,3-difluorocyclobutyl)-1H-pyrazole-4-carbonitrile